3-(4-((5-((4'-chloro-5,5-dimethyl-3,4,5,6-tetrahydro-[1,1'-biphenyl]-2-yl)methyl)-2,5-diazabicyclo[2.2.2]octane-2-yl)methyl)-1-oxoisoindolin-2-yl)piperidine-2,6-dione ClC1=CC=C(C=C1)C1=C(CCC(C1)(C)C)CN1C2CN(C(C1)CC2)CC2=C1CN(C(C1=CC=C2)=O)C2C(NC(CC2)=O)=O